FC=1C=2C3=C(C(N(C3=CC1)C1=NC=CC(=C1)C1(CC(C1)C)C1=NN=CN1C)=O)C=C(C2)C(C)NC2(CCC2)C 6-fluoro-4-[1-[(1-methylcyclobutyl)amino]ethyl]-1-[4-[3-methyl-1-(4-methyl-4H-1,2,4-triazol-3-yl)cyclobutyl]pyridin-2-yl]benzo[cd]indol-2(1H)-one